FC(C(=O)C1=CC(=CC(=C1)C)OC)(F)F 2,2,2-trifluoro-1-(3-methoxy-5-methylphenyl)ethanone